Lithium hydroxid monohydrate O.[OH-].[Li+]